1,3-bis[4-(4-amino-6-methylphenoxy)-α,α'-dimethylbenzyl]benzene NC1=CC=C(OC2=CC=C(C(C)(C)C3=CC(=CC=C3)C(C3=CC=C(C=C3)OC3=CC=C(C=C3C)N)(C)C)C=C2)C(=C1)C